ethyl 2-(4-chlorophenyl)-2-tetrahydropyran-4-yl-acetate ClC1=CC=C(C=C1)C(C(=O)OCC)C1CCOCC1